N-((1r,3r)-3-(3-chloro-4-cyanophenoxy)-2,2,4,4-tetramethylcyclobutyl)-1-(4-(3-hydroxypropyl)cyclohexyl)-1H-pyrazole-3-carboxamide ClC=1C=C(OC2C(C(C2(C)C)NC(=O)C2=NN(C=C2)C2CCC(CC2)CCCO)(C)C)C=CC1C#N